FC1=C(C(=CC(=C1)C(=O)OC)F)C(CC[C@H]1CN(CCO1)C(=O)OC)=O methyl (S)-2-(3-(2,6-difluoro-4-(methoxy carbonyl)phenyl)-3-oxopropyl)morpholine-4-carboxylate